O1C(=C(C=C1)C(=O)[O-])C(=O)[O-] furan-2,3-dicarboxylate